BrC1=CC=C(C=C1)C1=C(C=CC(=C1)NC1=CC=C(C=C1)C1=CC=CC2=C1OC1=C2C=CC=C1)C1=CC=CC=C1 (4-bromophenyl)-N-(4-(dibenzo[b,d]furan-4-yl)phenyl)-[1,1'-biphenyl]-4-amine